C1(=CC=CC=C1)N(C1=CC=CC=C1)C1=C(C=CC(=C1)C=O)C1=CC=CC=C1 (diphenylamino)[1,1'-biphenyl]-4-formaldehyde